N'-dioctyldecylcarbodiimide C(CCCCCCC)C(CCCCCCCCC)(N=C=N)CCCCCCCC